ClC1=C(C=C(C(=C1)OC1=C(SC=C1)C(=O)N1CCN(C2=CC=CC=C12)C1CC1)Cl)CCC(=O)O 3-(2,5-dichloro-4-((2-(4-cyclopropyl-1,2,3,4-tetrahydroquinoxaline-1-carbonyl)thiophen-3-yl)oxy)phenyl)propionic acid